BrC(C1=CC=2C(=NOC2C(=O)NC=2SC(=NN2)SC)C=C1)Br 5-(dibromomethyl)-N-(5-(methylthio)-1,3,4-thiadiazol-2-yl)benzo[c]isoxazole-3-carboxamide